S(=O)(=O)(O)C1=C(C(=O)[O-])C=CC(=C1)C(=O)[O-] sulfoterephthalate